5-bromo-2-(2,4-dichlorophenyl)-1-(phenylsulfonyl)-1H-pyrrole-3-carbonitrile BrC1=CC(=C(N1S(=O)(=O)C1=CC=CC=C1)C1=C(C=C(C=C1)Cl)Cl)C#N